CN1N=CC(=C1)C1=CC=C(OC2=C3CC[C@@H](C3=CC=C2[N+](=O)[O-])OP(=O)(N2CC2)N2CC2)C=C1 Di(aziridin-1-yl)phosphinic acid (S)-4-(4-(1-methyl-1H-pyrazol-4-yl) phenoxy)-5-nitro-2,3-dihydro-1H-inden-1-yl ester